((2-methoxyethyl)thio)benzoic acid methyl ester COC(C1=C(C=CC=C1)SCCOC)=O